4-bromo-3-(4-methyl-1,2,4-triazol-3-yl)benzonitrile BrC1=C(C=C(C#N)C=C1)C1=NN=CN1C